2-(benzo[d]oxazol-2-ylamino)-N-(2-(2-hydroxyethoxy)ethyl)benzo[d]oxazole-5-carboxamide O1C(=NC2=C1C=CC=C2)NC=2OC1=C(N2)C=C(C=C1)C(=O)NCCOCCO